(S)-5-(4-hydroxy-4-methylisoxazolidine-2-carbonyl)-1-isobutyl-3-methyl-6-(2,4,5-trifluorobenzyl)-1,6-dihydro-2H-pyrrolo[3,4-d]pyrimidine-2,4(3H)-dione O[C@]1(CN(OC1)C(=O)C=1N(C=C2N(C(N(C(C21)=O)C)=O)CC(C)C)CC2=C(C=C(C(=C2)F)F)F)C